CS(=O)(=O)C=1SC2=C(N1)C=CC(=C2)C(=O)N 2-(methylsulfonyl)-benzo[d]thiazol-6-amide